7-tert-butyl-N-methyl-N-(oxazol-2-ylmethyl)-2H-benzopyran-3-carboxamide C(C)(C)(C)C1=CC2=C(C=C(CO2)C(=O)N(CC=2OC=CN2)C)C=C1